N1C=NC=C1OC(C=C)=O 1H-imidazol-5-yl-acrylate